N1N=NC=C1C[C@@H](C)OCC(=O)N1CC=2N=C(N=CC2C1)NC1CC2=CC=CC=C2C1 (R)-2-((1-(1H-1,2,3-triazol-5-yl)propan-2-yl)oxy)-1-(2-((2,3-dihydro-1H-inden-2-yl)amino)-5,7-dihydro-6H-pyrrolo[3,4-d]pyrimidin-6-yl)-ethan-1-one